3,4-diethoxy-5-methoxyphenylethylamine C(C)OC=1C=C(C=C(C1OCC)OC)CCN